S[C@@H]1C[C@H](C1)O trans-3-mercaptocyclobutanol